(3-(6-(((3S,4S)-4-fluoropyrrolidin-3-yl)amino)pyridin-2-yl)imidazo[1,2-a]pyrazin-6-yl)-4,4-dimethylpyrrolidin-2-one F[C@@H]1[C@H](CNC1)NC1=CC=CC(=N1)C1=CN=C2N1C=C(N=C2)N2C(CC(C2)(C)C)=O